COCCN1C[C@H]([C@@H](C1)C1=CC=CC=C1)NC(=O)NC1=CC=NN1C1=CC=CC=C1 1-(trans-1-(2-methoxyethyl)-4-phenylpyrrolidin-3-yl)-3-(1-phenyl-1H-pyrazol-5-yl)urea